C(C)(=O)OCCCCCCCC\C=C/CCCC (Z)-tetradeca-9-en-1-yl acetate